(1S,3S,4S)-N-((R)-1-cyano-2-((R)-2-oxopiperidin-3-yl)ethyl)-2-((R)-3-cyclopropyl-2-((5-methylpyridin-3-yl)amino)propanoyl)-5,5-difluoro-2-azabicyclo[2.2.2]octane-3-carboxamide C(#N)[C@@H](C[C@@H]1C(NCCC1)=O)NC(=O)[C@H]1N([C@@H]2CC([C@H]1CC2)(F)F)C([C@@H](CC2CC2)NC=2C=NC=C(C2)C)=O